FC(C1=CC=C(C=N1)NC=1C=CC(=NC1)C1=CC=C(C=C1)[C@@H]1CC[C@H](CC1)CC(=O)O)(F)F trans-4-(4-(5-((6-(trifluoromethyl)pyridin-3-yl)amino)pyridin-2-yl)phenyl)cyclohexaneacetic acid